heptadecane hydrochloride Cl.CCCCCCCCCCCCCCCCC